3-(3-(3-(1-(o-tolyl)cyclopropyl)-1,2,4-oxadiazol-5-yl)-5-(trifluoromethyl)-1H-pyrazol-1-yl)propanamide C1(=C(C=CC=C1)C1(CC1)C1=NOC(=N1)C1=NN(C(=C1)C(F)(F)F)CCC(=O)N)C